ClC1=NC=CC=C1OC1=CC(=NC=N1)OC1=C(C=CC=C1)/C(/C(=O)OC)=C\OC methyl (E)-2-[2-[6-(2-chloropyridin-3-yloxy)pyrimidin-4-yloxy]phenyl]-3-methoxyacrylate